FC=1C(=CC(=C(C(=O)NC2=C(C=CC=C2C)OC)C1)O[C@H](C(F)(F)F)C)N1N=C2N(CCCC2)C1=O 5-fluoro-N-(2-methoxy-6-methylphenyl)-4-(3-oxo-5,6,7,8-tetrahydro[1,2,4]triazolo[4,3-a]pyridin-2(3H)-yl)-2-{[(2S)-1,1,1-trifluoropropan-2-yl]oxy}benzamide